4-(2-(4-(5-chloro-2-(4-chloro-1H-1,2,3-triazol-1-yl)phenyl)-5-methoxy-2-oxopyridin-1(2H)-yl)-2-fluoroacetamido)benzoic acid ClC=1C=CC(=C(C1)C1=CC(N(C=C1OC)C(C(=O)NC1=CC=C(C(=O)O)C=C1)F)=O)N1N=NC(=C1)Cl